C12(CC(C1)C2)[C@H](C2=NC=CC=C2C)NC2=C(C(C2=O)=O)NC2=C(C(=NC=C2)C(=O)N(C)C)O (R)-4-((2-((bicyclo[1.1.1]pentan-1-yl(3-methylpyridin-2-yl)methyl)amino)-3,4-dioxocyclobut-1-en-1-yl)amino)-3-hydroxy-N,N-dimethylpicolinamide